ClC=1C=C2C(OC(C=3C=CC(=CC3C3=C(C=C(C(NS(C(C1OC)=C2)(=O)=O)=C3)F)F)F)C)=O 13-chloro-4,19,21-trifluoro-14-methoxy-8-methyl-16,16-dioxo-9-oxa-16λ6-thia-17-azatetracyclo[16.3.1.111,15.02,7]tricosa-1(21),2(7),3,5,11,13,15(23),18(22),19-nonaen-10-one